(Z)-N-(4-fluorophenyl)-2-(2-oxo-5-(trifluoromethoxy)indolin-3-ylidene)hydrazine FC1=CC=C(C=C1)N\N=C\1/C(NC2=CC=C(C=C12)OC(F)(F)F)=O